C(C(C)(C)C)C1=NC(=NO1)C1=CC=C(C=C1)C(=O)N1CCN(CC1)C=1OC=2C(=NC=CC2)N1 (4-(5-neopentyl-1,2,4-oxadiazol-3-yl)phenyl)(4-(oxazolo[4,5-b]pyridin-2-yl)piperazin-1-yl)methanone